CCCCC=CCCCCCCC tridec-5-en